(10z)-1-Oxacycloheptadec-10-en-2-one O1C(CCCCCCC\C=C/CCCCCC1)=O